NC1=NC=CC=C1S(=O)(=O)NC(=O)C=1C(=NC(=CC1)C=1C=C2C(=NC1)NC=C2)N2C(C[C@@H](C2)C)(C)C N-[(2-Amino-3-pyridyl)sulfonyl]-6-(1H-pyrrolo[2,3-b]pyridin-5-yl)-2-[(4S)-2,2,4-trimethylpyrrolidin-1-yl]pyridin-3-carboxamid